4-Chlorophenyloxy acetoate C(C)(=O)OOC1=CC=C(C=C1)Cl